IC=1N(C=C(N1)C(F)(F)F)COCC[Si](C)(C)C 2-[[2-iodo-4-(trifluoromethyl)imidazol-1-yl]methoxy]ethyl-trimethyl-silane